C1(=C(C=CC=C1)C=1C(=O)NC(C1)=O)C=1C(=O)NC(C1)=O phenylenedimaleimide